2-methyl-2-furanyl acetate C(C)(=O)OC1(OC=CC1)C